C(#N)C1=C(OC=2C=C3C(N(C=NC3=CC2)[C@@H]2COC3(C2)CCN(CC3)C(=O)OC(C)(C)C)=O)C(=CC=C1NS(N(C)CC)(=O)=O)F tert-butyl (3S)-3-[6-[2-cyano-3-[[ethyl(methyl)sulfamoyl]amino]-6-fluoro-phenoxy]-4-oxo-quinazolin-3-yl]-1-oxa-8-azaspiro[4.5]decane-8-carboxylate